NC1=NC=C(C2=C1COC2)NC(C(=O)N2C(CCC(C2)C)C=2C=CC1=C(N=C(S1)N1CCN(CC1)C)C2)=O N-(4-amino-1,3-dihydro-furo[3,4-c]pyridin-7-yl)-2-(5-methyl-2-(2-(4-methylpiperazin-1-yl)benzo[d]thiazol-5-yl)piperidin-1-yl)-2-oxoacetamide